FC1=C(C=CC(=C1)[N+](=O)[O-])N(CCN(C)C)C N1-(2-fluoro-4-nitrophenyl)-N1,N2,N2-trimethylethane-1,2-diamine